NC=1SC=C(N1)C(=O)N1CCC(CC1)OC=1C=CC=C2C(=NN(C12)C)C1C(NC(CC1)=O)=O 3-(7-((1-(2-Aminothiazole-4-carbonyl)piperidin-4-yl)oxy)-1-methyl-1H-indazol-3-yl)piperidine-2,6-dione